3-ferrocenecarboxamide [CH-]1C=C(C=C1)C(=O)N.[CH-]1C=CC=C1.[Fe+2]